NC=1C(=NC(=CN1)C1=C(C=CC(=C1)C(C(F)(F)F)(C(=O)N)O)C)[C@@H]1C[C@H](C1)C(=O)OCC (trans)-Ethyl 3-(3-amino-6-(5-(3-amino-1,1,1-trifluoro-2-hydroxy-3-oxopropan-2-yl)-2-methylphenyl)pyrazin-2-yl)cyclobutane-1-carboxylate